(+)-alpha-tocopherol acetate CC1=C(C(=C(C2=C1O[C@](CC2)(C)CCC[C@H](C)CCC[C@H](C)CCCC(C)C)C)OC(=O)C)C